tert-Butyl 3-(3-amino-4-(7-((2-(trimethylsilyl)ethoxy)methyl)-7H-pyrrolo[2,3-d]pyrimidin-4-yl)-1H-pyrazol-1-yl)-3-(cyanomethyl)azetidin-1-carboxylate NC1=NN(C=C1C=1C2=C(N=CN1)N(C=C2)COCC[Si](C)(C)C)C2(CN(C2)C(=O)OC(C)(C)C)CC#N